ONC([C@@H](CC1=CNC2=CC=CC=C12)N1N=NC(=C1)CNS(=O)(=O)C=1SC(=CC1)C1=CC=CC=C1)=O (R)-N-hydroxy-3-(1H-indol-3-yl)-2-(4-((5-phenylthiophene-2-sulfonylamino)methyl)-1H-1,2,3-triazol-1-yl)propanamide